[Si](C1=CC=CC=C1)(C1=CC=CC=C1)(C(C)(C)C)OC1=C(C(=C(C(=O)OC2=C(C(=C(C(=O)OCOC)C(=C2C)C)C)C=O)C(=C1)C)C)C methoxymethyl 4-((4-((tert-butyldiphenylsilyl)oxy)-2,3,6-trimethylbenzoyl)oxy)-3-formyl-2,5,6-trimethylbenzoate